C(C1=CC=CC=C1)N=C=NC1=CC=CC=C1 N-benzyl-N'-phenyl-Carbodiimide